3-[(3-{8-bromo-3-[(trifluoromethyl)sulfanyl]imidazo[1,2-a]pyridin-2-yl}prop-2-yn-1-yl)amino]-4-methoxy-N-methylbenzamide BrC=1C=2N(C=CC1)C(=C(N2)C#CCNC=2C=C(C(=O)NC)C=CC2OC)SC(F)(F)F